1-(3-(5-amino-2-chloro-4-methylbenzamido)-4-(4-methylpiperazin-1-yl)phenyl)-N-(3-morpholinopropyl)-1H-1,2,3-triazole-4-carboxamide NC=1C(=CC(=C(C(=O)NC=2C=C(C=CC2N2CCN(CC2)C)N2N=NC(=C2)C(=O)NCCCN2CCOCC2)C1)Cl)C